N(=[N+]=[N-])[C@@H]1[C@@H](CN(CC1)C(=O)OC(C)(C)C)C |r| tert-Butyl (3RS,4SR)-4-azido-3-methyl-piperidine-1-carboxylate